C1=CC=CC=2C3=CC=CC=C3C(C12)COC(=O)NCN1C(C(C(C1CC(C)(C)C)C1=C(C=CC(=C1)Cl)F)C1=C(C(=CC=C1)Cl)Cl)C(=O)O (((((9H-fluoren-9-yl)methoxy)carbonyl)amino)methyl)-4-(5-chloro-2-Fluorophenyl)-3-(2,3-dichlorophenyl)-5-neopentylpyrrolidine-2-carboxylic acid